((S)-2-amino-2-oxo-1-[[(3S)-2-oxopyrrolidin-3-yl]methyl]ethyl)-2-[[3-(4-chlorophenyl)-3-hydroxy-butanoyl]amino]-4-methyl-pentanamide NC([C@@H](C[C@@H]1C(NCC1)=O)C(C(=O)N)(CC(C)C)NC(CC(C)(O)C1=CC=C(C=C1)Cl)=O)=O